N-[5-chloro-6-(1,2,3-triazol-2-yl)pyridin-3-yl]-3-phenyl-4-(trifluoromethyl)-1,2-thiazole-5-carboxamide ClC=1C=C(C=NC1N1N=CC=N1)NC(=O)C1=C(C(=NS1)C1=CC=CC=C1)C(F)(F)F